4-[2-hydroxy-5-(4,4,5,5-tetramethyl-1,3,2-dioxaborolan-2-yl)benzoyl]benzonitrile OC1=C(C(=O)C2=CC=C(C#N)C=C2)C=C(C=C1)B1OC(C(O1)(C)C)(C)C